B(/C=C/CCCCCCCCCCCCC)(O)O E-PENTADECENE-1-BORONIC ACID